2-(4-(pyrrolidin-1-yl)phenyl)acetamide N1(CCCC1)C1=CC=C(C=C1)CC(=O)N